L-alanyl-β-alanine N[C@@H](C)C(=O)NCCC(=O)O